C(C1=CC=CC=C1)[N@@+](CCCOC(\C=C\C1=CC=C(C=C1)F)=O)(CCCO)[O-] (S,E)-N-Benzyl-3-((3-(4-fluorophenyl)acryloyl)oxy)-N-(3-hydroxypropyl)propan-1-amine oxide